3-cyano-3-(hydroxymethyl)azetidine-1-carboxylic acid tert-butyl ester C(C)(C)(C)OC(=O)N1CC(C1)(CO)C#N